FC1=CC=C(C=C1)S(=O)(=O)NC=1C(=NC=C(C1)C=1C=C2C(=NC=NC2=CC1)N1[C@H](CN(CC1)C(\C=C\C(C)=O)=O)C)OC (S,E)-4-fluoro-N-(2-methoxy-5-(4-(2-methyl-4-(4-oxopent-2-enoyl)piperazin-1-yl)quinazolin-6-yl)pyridin-3-yl)benzene-sulfonamide